ClC1=NC(=NC(=C1)Cl)N[C@@H]1CN(CCC1)C(=O)OC(C)(C)C tert-butyl (S)-3-((4,6-dichloropyrimidin-2-yl)amino)piperidine-1-carboxylate